3-azabicyclo[3.2.1]Octan-6-ol C12CNCC(C(C1)O)C2